C(C)(C)(C)OC(=O)N1N=C(C=C1)NC1=NC(=NC=C1Cl)NC=1C=NN(C1)CC1=CC=C(C=C1)N 3-((2-((1-(4-aminobenzyl)-1H-pyrazol-4-yl)amino)-5-chloropyrimidin-4-yl)amino)-1H-pyrazole-1-carboxylic acid tert-butyl ester